(P)-guanine N1C(N)=NC=2N=CNC2C1=O